C(CCCCCC)(=O)OCC1=CC=CC=C1 Benzyl heptanoate